5-[(1S,2S)-2-{[3-chloro-4-(cyclopropylmethyl)phenyl]carbonyl}cyclopropyl]-2H-1,2,3,4-tetrazole ClC=1C=C(C=CC1CC1CC1)C(=O)[C@@H]1[C@H](C1)C=1N=NNN1